CC(CCN1CCC2(CCN(CC2)S(=O)(=O)C=2C=CC(=NC2)N2C(CCCC2)=O)CC1)(C)C 1-(5-((9-(3,3-Dimethylbutyl)-3,9-diazaspiro[5.5]undecan-3-yl)sulfonyl)pyridin-2-yl)piperidin-2-one